OC(CCCCCCCCCCCCCCCCCC(=O)O)CCCCCCCCC 19-Hydroxy-octacosanoic acid